C(CCCCCCCC=CCC=CCCCCC)O octadeca-9,12-diene-1-ol